erythritol tetradecanedioate C(CCCCCCCCCCCCC(=O)O)(=O)O.C([C@H](O)[C@H](O)CO)O